BrC1=CC(=C(O[C@H](C(=O)OC)C)C=C1)C(F)(F)C1CCC1 methyl (S)-2-(4-bromo-2-(cyclobutyldifluoromethyl)phenoxy)propanoate